1,3,4,5-tetra-hydro-pyrano[4,3-b]indole C1OCCC=2NC=3C=CC=CC3C21